2-chloro-4-fluoro-N-[(3R,4S)-4-fluoro-1-(3-fluoropyridine-2-carbonyl)pyrrolidin-3-yl]benzamide ClC1=C(C(=O)N[C@@H]2CN(C[C@@H]2F)C(=O)C2=NC=CC=C2F)C=CC(=C1)F